C(C)OC(CCC(F)(F)F)=O 4,4,4-trifluorobutanoic acid ethyl ester